N-decanoyl-L-glycine C(CCCCCCCCC)(=O)NCC(=O)O